C(C)C1(NC(N(C(C1)=O)[C@H](CCOC)C1=CC(=CC=C1)C(N[C@@H]1[C@H](C(OC2=CC=C(C=C12)F)(C)C)O)=O)=[NH2+])CC [4,4-diethyl-1-[(1R)-1-[3-[[(3R,4S)-6-fluoro-3-hydroxy-2,2-dimethyl-chroman-4-yl]carbamoyl]phenyl]-3-methoxy-propyl]-6-oxo-hexahydropyrimidin-2-ylidene]ammonium